6-amino-2-(3-bromo-5-chloro-4-((5-isopropyl-6-oxo-1,6-dihydropyridazin-3-yl)oxy)phenyl)-1,2,4-triazine-3,5(2H,4H)-dione NC=1C(NC(N(N1)C1=CC(=C(C(=C1)Cl)OC1=NNC(C(=C1)C(C)C)=O)Br)=O)=O